N1=CC(=CC=C1)C=1C=C2CCN=CC2=CC1 6-(pyridin-3-yl)-3,4-dihydroisoquinoline